5-chloro-2-(4-(((1-(hydroxymethyl)cyclopropyl)methyl)amino)pyrido[3,4-d]pyridazin-1-yl)phenol ClC=1C=CC(=C(C1)O)C1=C2C(=C(N=N1)NCC1(CC1)CO)C=NC=C2